(S)-10-((5-Chloro-2-(4,4-difluoropiperidin-1-yl)pyridin-4-yl)amino)-2-cyclopropyl-3,3-difluoro-7-methyl-1,2,3,4-tetrahydro-[1,4]oxazepino[2,3-c]chinolin-6(7H)-on ClC=1C(=CC(=NC1)N1CCC(CC1)(F)F)NC1=CC=2C3=C(C(N(C2C=C1)C)=O)OCC([C@@H](N3)C3CC3)(F)F